2-dicyclohexylphosphino-2',4',6'-triisopropyl-biphenyl 5-hydroxymethyl-2'-deoxycytidine-5'-triphosphate P(O)(=O)(OP(=O)(O)OP(=O)(O)O)OC[C@@H]1[C@H](C[C@@H](O1)N1C(=O)N=C(N)C(=C1)CO)O.C1(CCCCC1)P(C1=C(C=CC=C1)C1=C(C=C(C=C1C(C)C)C(C)C)C(C)C)C1CCCCC1